Tert-butyl (1R,5S)-3-(2-((tetrahydro-1H-pyrrolizin-7a(5H)-yl)methoxy)-5,6,7,8-tetrahydropyrido[3,4-d]pyrimidin-4-yl)-3,8-diazabicyclo[3.2.1]octane-8-carboxylate C1CCN2CCCC12COC=1N=C(C2=C(N1)CNCC2)N2C[C@H]1CC[C@@H](C2)N1C(=O)OC(C)(C)C